[Ce].[Ni].[Pt] platinum-nickel-cerium